O1C=NC2=C1C=C(C=C2)\C=C/2\C(N(C(=N2)NC21CC3(CC(CC(C2)C3)C1)O)C)=O (5Z)-5-(1,3-Benzoxazol-6-ylmethylene)-2-[(3-hydroxy-1-adamantyl)amino]-3-methyl-imidazol-4-one